CC(CC[NH-])C 3-methylbutanylamide